C1(=CC=CC=C1)C(=O)C=1OC(=CN1)C1=CC=CC=C1 phenyl-(5-phenyloxazol-2-yl)methanone